C(C1=CC=CC=C1)N1N=CC2=CC=C(C=C12)OC=1N=C(C2=C(N1)C=NC=C2)O 2-(1-benzyl-1H-indazol-6-yloxy)-pyrido[3,4-d]pyrimidin-4-ol